ClC=1C=C(C=C(C1)Cl)S(=O)(=O)N1[C@H](C[C@@H](C1)OC1=C(C=C(C=C1)C1=C2C(=NC=C1)NC=C2)F)C(=O)NC (2R,4S)-1-((3,5-dichlorophenyl)sulfonyl)-4-(2-fluoro-4-(1H-pyrrolo[2,3-b]pyridin-4-yl)phenoxy)-N-methylpyrrolidine-2-amide